C1(CC1)C1=NC2=C(N1C)C=C(C=C2)C#CC2=C1C=C(N=CC1=C(N=C2)NC)C2(CC2)C(=O)N (5-((2-cyclopropyl-1-methyl-1H-benzo[d]imidazol-6-yl)ethynyl)-8-(methylamino)-2,7-naphthyridin-3-yl)cyclopropanecarboxamide